4-(7-bromo-1-(2-ethyl-6-methylphenyl)-6-Fluoro-2-carbonyl-1,2-dihydroquinolin-4-yl)piperazine-1-carboxylate BrC1=C(C=C2C(=CC(N(C2=C1)C1=C(C=CC=C1C)CC)=C=O)N1CCN(CC1)C(=O)[O-])F